N-(4-(5-(difluoromethyl)-1,3,4-oxadiazol-2-yl)benzyl)-N-(1,3-dimethyl-2-oxo-2,3-dihydro-1H-benzo[d]imidazol-5-yl)methanesulfonamide FC(C1=NN=C(O1)C1=CC=C(CN(S(=O)(=O)C)C2=CC3=C(N(C(N3C)=O)C)C=C2)C=C1)F